L-valyl-N5-carbamoyl-N-[4-(hydroxymethyl)-3-(2-sulfonatoethyl)phenyl]-L-ornithinamide N[C@@H](C(C)C)C(=O)N[C@@H](CCCNC(N)=O)C(=O)NC1=CC(=C(C=C1)CO)CCS(=O)(=O)[O-]